(E)-(4-chlorostyryl)boric acid ClC1=CC=C(/C=C/OB(O)O)C=C1